5-(5,6-di(t-butoxycarbonyl)-2-norbornyloxycarbonyl)-bicyclo[2.2.1]Hept-2-ene C(C)(C)(C)OC(=O)C1C2CC(C(C1C(=O)OC(C)(C)C)C2)OC(=O)C2C1C=CC(C2)C1